CC1(CC(CO1)NC=1N=NC(=C2C1C=NC=C2)C2=C(C=C(C=C2)C)O)C (4-((5,5-Dimethyltetrahydrofuran-3-yl)amino)pyrido[3,4-d]pyridazin-1-yl)-5-methylphenol